tetramethyl-2,2'-dicarboxybiphenyl-amine CC=1C(=C(C(C(C1C1=C(C=CC=C1)C(=O)O)(N)C(=O)O)C)C)C